[Si](C)(C)(C(C)(C)C)OCC1=CC2=NC=CC(=C2S1)C=1C=C(C=C2CCCN(C12)C1CN(C2(CC(C2)F)C1)C(=O)OC(C)(C)C)Cl tert-butyl 7-(8-(2-(((tert-butyldimethylsilyl)oxy)methyl)thieno[3,2-b]pyridin-7-yl)-6-chloro-3,4-dihydroquinolin-1(2H)-yl)-2-fluoro-5-azaspiro[3.4]octane-5-carboxylate